FC=1C=C(C=CC1CN1CCN(CC1)C1CCN(CC1)C1=CC=C(C=C1)C1C(COC2=CC(=CC=C12)O)C1=CC=CC=C1)N1C(NC(CC1)=O)=O 1-(3-fluoro-4-((4-(1-(4-(7-hydroxy-3-phenylchroman-4-yl)phenyl)piperidin-4-yl)piperazin-1-yl)methyl)phenyl)dihydropyrimidine-2,4(1H,3H)-dione